tert-butyl (S)-4-((R)-7-(6-(bis(4-methoxybenzyl)amino)-4-methyl-3-(trifluoromethyl)pyridin-2-yl)-6-chloro-2,8-difluoroquinazolin-4-yl)-3-methylpiperazine-1-carboxylate COC1=CC=C(CN(C2=CC(=C(C(=N2)C2=C(C=C3C(=NC(=NC3=C2F)F)N2[C@H](CN(CC2)C(=O)OC(C)(C)C)C)Cl)C(F)(F)F)C)CC2=CC=C(C=C2)OC)C=C1